5,6,8-trihydroxy-1,4-naphthoquinone OC1=C2C(C=CC(C2=C(C=C1O)O)=O)=O